FC1=CC=CC2=C1S(CC1=C2N(N=C1C(=O)O)C1=CC=C(C=C1)CN1[C@H](COCC1)C)(=O)=O (S)-6-fluoro-1-(4-((3-methylmorpholino)methyl)phenyl)-1,4-dihydrothiochromeno[4,3-c]pyrazole-3-carboxylic acid 5,5-dioxide